Methyl (R)-4-((tert-butoxycarbonyl)amino)-3-oxopentanoate C(C)(C)(C)OC(=O)N[C@@H](C(CC(=O)OC)=O)C